CN1C2=C(C=3C=CC(=CC13)C=1C=CC(=NC1)OC1CC(C1)OC=1C=CC(=NC1)C#CCOC1CN(C1)C(=O)OC(C)(C)C)C=NC=C2 tert-butyl 3-((3-(5-((1r,3r)-3-((5-(5-methyl-5H-pyrido[4,3-b]indol-7-yl)pyridin-2-yl)oxy)cyclobutoxy)pyridin-2-yl)prop-2-yn-1-yl)oxy)azetidine-1-carboxylate